COCC(=O)NC=1C=CC(=NC1)C=1N=NN(C1NC(O[C@H](C)C=1C(=NC=CC1)Cl)=O)C (R)-1-(2-chloropyridin-3-yl)ethyl (4-(5-(2-methoxyacetamido) pyridin-2-yl)-1-methyl-1H-1,2,3-triazol-5-yl)carbamate